CC(C)(C(C)C)NC1CCC(CC1)N N-(2,3-dimethylbut-2-yl)cyclohexane-1,4-diamine